Tert-butyl 4-((((benzyloxy) carbonyl) amino) methyl)-4-fluoropiperidine-1-carboxylate C(C1=CC=CC=C1)OC(=O)NCC1(CCN(CC1)C(=O)OC(C)(C)C)F